ClC1=CC(=NC2=CC=CC=C12)C(=C)C1=CC=C(C=C1)OC 4-Chloro-2-(1-(4-methoxyphenyl)vinyl)quinoline